(2-Bromophenyl)(1-methyl-4,10-dihydrobenzo[b]pyrazolo[3,4-e][1,4]diazepin-5(1H)-yl)methanone BrC1=C(C=CC=C1)C(=O)N1C2=C(NC3=C(C1)C=NN3C)C=CC=C2